ClC1=C(C=CC(=C1)Cl)C1(OC2=C(O1)C=CC=C2C=2CCNCC2)C 4-(2-(2,4-dichlorophenyl)-2-methylbenzo[d][1,3]dioxol-4-yl)-1,2,3,6-tetrahydropyridine